4-fluoro-N-(4-(piperidin-4-yl)phenyl)isoindoline-2-carboxamide hydrochloride Cl.FC1=C2CN(CC2=CC=C1)C(=O)NC1=CC=C(C=C1)C1CCNCC1